2,6-dimethylpiperidin-1-yl-ethan-1-ol CC1N(C(CCC1)C)C(C)O